potassium caproate (hexanoate) C(CCCCC)(=O)[O-].C(CCCCC)(=O)O.[K+]